N1(CCCC1)C1=NC=C(C=N1)CN1N=C(C=C1)C(F)(F)F 1-(2-pyrrolidin-1-yl-pyrimidin-5-ylmethyl)-3-trifluoromethyl-1H-pyrazole